3,4-dihydrobenzo[e][1,3]oxazepine-5(1H)-one C1C2=C(C(NCO1)=O)C=CC=C2